IC1=C(C(=O)NC2=CC=C(C=C2)[N+](=O)[O-])C=CC=C1 2-iodo-N-(4-nitrophenyl)benzamide